(S)-2-(1-(tert-butoxycarbonyl)pyrrolidin-2-yl)-1-(methylamino)-4-(4-((4-methylpyridin-2-yl)carbamoyl)phenyl)-1H-imidazole-5-carboxylic acid C(C)(C)(C)OC(=O)N1[C@@H](CCC1)C=1N(C(=C(N1)C1=CC=C(C=C1)C(NC1=NC=CC(=C1)C)=O)C(=O)O)NC